ClC1=NC=C(C=C1C=1C=NC=2CCN(CC2C1)C=1C(=C(C=2N(N1)C=NN2)C)C)F 3-(2-chloro-5-fluoropyridin-3-yl)-6-(7,8-dimethyl-[1,2,4]triazolo[4,3-b]pyridazin-6-yl)-5,6,7,8-tetrahydro-1,6-naphthyridine